ClC=1N=C(C2=C(N1)N(C=C2)S(=O)(=O)C)N2C(COCC2)C 4-(2-chloro-7-(methylsulfonyl)-7H-pyrrolo[2,3-d]pyrimidin-4-yl)-3-methylmorpholine